(ethylcyclopentadienyl)tris(ethylamino)zirconium C(C)C1(C=CC=C1)[Zr](NCC)(NCC)NCC